18-Hydroxy-tetracosanoic acid OC(CCCCCCCCCCCCCCCCC(=O)O)CCCCCC